3-(4-fluorophenyl)-3-(4-methoxyphenyl)-6-methoxy-7-(4-(2-methacryloxyethyl)carbamyloxypiperidin-1-yl)-13,13-dimethyl-3H,13H-indeno[2',3':3,4]naphtho[1,2-b]pyran FC1=CC=C(C=C1)C1(C=CC2=C(O1)C=1C=C(C(=CC1C1=C2C(C2=CC=CC=C21)(C)C)N2CCC(CC2)OC(NCCOC(C(=C)C)=O)=O)OC)C2=CC=C(C=C2)OC